COC(CCF)=O 3-fluoropropionic acid methyl ester